CC1=CC(=NC=C1)N 4-methylpyridine-2-amine